difluoro-(3-hydroxy-adamantan-1-ylmethoxycarbonyl)-methane sodium [Na].FC(C(=O)OCC12CC3(CC(CC(C1)C3)C2)O)F